O1C(=CC=C1)C=1N=C(C2=C(CCNCC2)N1)NC(C)C1=NN=C(S1)N 5-(1-((2-(furan-2-yl)-6,7,8,9-tetrahydro-5H-pyrimido[4,5-d]azepin-4-yl)amino)ethyl)-1,3,4-thiadiazol-2-amine